C(CCCCCCCCCCC)S(=O)[O-] dodecyl-thionate